(trifluoromethyl)-2,3-dihydro-5H-[1,4]thiazino[2,3,4-ij]quinazoline-5,7(6H)-dione FC(F)(F)C1CN2C(NC(C3=CC=CC(=C23)S1)=O)=O